ClC1=C(CN[C@H](C(=O)OCC2=CC=CC=C2)CC2=CC(=CC=C2)S(=O)(=O)C)C(=CC(=C1)C#CP(=O)(C1=CC(=CC=C1)O)C)Cl benzyl (2s)-2-(2,6-dichloro-4-((methyl(3-hydroxyphenyl)phosphoryl)ethynyl)benzylamino)-3-(3-(methylsulfonyl)phenyl)propionate